(1-(1H-indol-3-yl)hexan-2-yl)-6-(4-phenylpiperazin-1-yl)benzo[b]thiophene-2-carboxamide N1C=C(C2=CC=CC=C12)CC(CCCC)C=1C2=C(SC1C(=O)N)C=C(C=C2)N2CCN(CC2)C2=CC=CC=C2